Trimethyl-(amino)germanium C[Ge](N)(C)C